3-fluoro-5-(trifluoromethyl)bromobenzyl bromide FC=1C=C(C(Br)Br)C=C(C1)C(F)(F)F